(±)-(3,11-diethyl-1,9-dioxa-4,12-diazadispiro[4.2.48.25]tetradecane-3,11-diyl)dimethanol C(C)C1(COC2(N1)CCC1(OCC(N1)(CC)CO)CC2)CO